BrC=1C(N(N=CC1)C)=O 4-bromo-2-methylpyridazin-3(2H)-one